3-(3-chloro-4-fluorophenyl)-1-methyl-(1S)-(3R-methyl-6-oxo-1,2,3,4,5,6-hexahydrophenanthridin-1-yl)urea ClC=1C=C(C=CC1F)NC(N(C)[C@H]1C[C@H](CC=2NC(C3=CC=CC=C3C12)=O)C)=O